ClC=1C(=C2C=NNC2=C(C1F)C(C(F)(F)F)F)C=1C=CC=2N(C1)C=C(N2)NC(=O)[C@H]2[C@H](C2)F (1S,2S)-N-(6-(5-chloro-6-fluoro-7-(1,2,2,2-tetrafluoroethyl)-1H-indazol-4-yl)imidazo[1,2-a]pyridin-2-yl)-2-fluorocyclopropane-1-carboxamide